3-(5-(Chloromethyl)pyridazin-3-yl)piperidine-2,6-dione ClCC=1C=C(N=NC1)C1C(NC(CC1)=O)=O